C(C)N(CCN(CCOC(=O)OC(CCCCC(C(=O)[O-])(CCCCCCCC)CCCCCC)CCCCC(C(=O)[O-])(CCCCCCCC)CCCCCC)CC)CC 5-(((2-((2-(diethylamino)ethyl)(ethyl)amino)ethoxy)carbonyl)oxy)nonane-1,9-diylbis(2-hexyldecanoate)